tungsten Iron nickel [Ni].[Fe].[W]